methyl 2-(4-(1-(((benzyloxy)carbonyl)amino)ethyl)-1-(4-isopropylphenyl)-4,5,6,7-tetrahydro-1H-pyrazolo[4,3-c]pyridin-3-yl)acetate C(C1=CC=CC=C1)OC(=O)NC(C)C1NCCC2=C1C(=NN2C2=CC=C(C=C2)C(C)C)CC(=O)OC